6-chloro-1-ethyl-1H-pyrrolo[2,3-b]pyridine-4-carbaldehyde ClC=1C=C(C2=C(N1)N(C=C2)CC)C=O